acrylic acid diethyl acetal C(C)OC(C=C)(O)OCC